The molecule is a sesquiterpene lactone that is decahydroazuleno[4,5-b]furan-2(3H)-one substituted by methylidene groups at positions 3, 6 and 9 and a hydroxy group at position 8. It has a role as an EC 1.14.13.39 (nitric oxide synthase) inhibitor and a metabolite. It is a gamma-lactone, a guaiane sesquiterpenoid, an organic heterotricyclic compound, a sesquiterpene lactone and a secondary alcohol. C=C1CC[C@@H]2[C@@H]([C@@H]3[C@H]1C[C@@H](C3=C)O)OC(=O)C2=C